CC1=NC(=CC(=C1)C=1NC2=CC=C(C=C2C1C(C)C)C1=CC(=NC=C1)N1CCN(CC1)C)C 2-(2,6-dimethylpyridin-4-yl)-3-isopropyl-5-(2-(4-methylpiperazin-1-yl)pyridin-4-yl)-1H-indole